1-(3-(3-(phenylmethyloxy)phenyl)cyclopentyl)ethan-1-one C1(=CC=CC=C1)COC=1C=C(C=CC1)C1CC(CC1)C(C)=O